N-(2-chloro-4-(trifluoromethyl)phenyl)-1-(4-((1-(2-(2,6-dioxopiperidin-3-yl)-1,3-dioxoisoindoline-5-yl)azetidin-3-yl)ethynyl)-1H-pyrazol-1-yl)-3,3-difluorocyclobutane-1-Formamide ClC1=C(C=CC(=C1)C(F)(F)F)NC(=O)C1(CC(C1)(F)F)N1N=CC(=C1)C#CC1CN(C1)C=1C=C2C(N(C(C2=CC1)=O)C1C(NC(CC1)=O)=O)=O